COC=1C=C(CC[C@H](N)C(=O)O)C=CC1OC 3,4-dimethoxy-L-homophenylalanine